(R)-3-methyl-N,5-diphenylvaleramide C[C@@H](CC(=O)NC1=CC=CC=C1)CCC1=CC=CC=C1